4,4-bisethylferrocene C(C)C1(C=C[CH-]C1)CC.[CH-]1C=CC=C1.[Fe+2]